2-fluoro-1-(2-methyl-3-(trifluoromethyl)phenyl)ethane FCCC1=C(C(=CC=C1)C(F)(F)F)C